4-[2-(6,7-dimethoxy-4-methyl-3,4-dihydroquinolinyl)ethyl]-1,2,4-triazolin-3,5-dione COC=1C=C2C(CC(=NC2=CC1OC)CCN1C(N=NC1=O)=O)C